4-methoxy-2-(phenylamino)-5H-pyrrolo[3,2-d]pyrimidine-7-carbonitrile COC=1C2=C(N=C(N1)NC1=CC=CC=C1)C(=CN2)C#N